(S)-2-(1-isopropyl-3,7-dimethyl-4-oxo-1,4-dihydro-5H-pyrazolo[3,4-d]pyridazin-5-yl)-N-(1-(4-methoxyphenyl)ethyl)acetamide C(C)(C)N1N=C(C2=C1C(=NN(C2=O)CC(=O)N[C@@H](C)C2=CC=C(C=C2)OC)C)C